3-(7-((2-(3,4-difluorophenyl)cyclopropyl)amino)-5-((3,3,3-trifluoropropyl)thio)-3H-1,2,3-triazolo[4,5-d]pyrimidin-3-yl)-5-(hydroxy)cyclopentane-1,2-diol FC=1C=C(C=CC1F)C1C(C1)NC=1C2=C(N=C(N1)SCCC(F)(F)F)N(N=N2)C2C(C(C(C2)O)O)O